trans-4-Hydroxy-N-(4-(1-isopropyl-1H-pyrazol-4-yl)pyridin-2-yl)-N-((trans-4-(5-methoxy-6-methylpyridin-2-yl)cyclohexyl)methyl)cyclohexanecarboxamide O[C@@H]1CC[C@H](CC1)C(=O)N(C[C@@H]1CC[C@H](CC1)C1=NC(=C(C=C1)OC)C)C1=NC=CC(=C1)C=1C=NN(C1)C(C)C